3α,6β,7α,12β-Tetrahydroxy-5β-cholan O[C@H]1C[C@H]2[C@@H]([C@H]([C@H]3[C@@H]4CC[C@H]([C@@H](CCC)C)[C@]4([C@@H](C[C@@H]3[C@]2(CC1)C)O)C)O)O